(2S)-4-(5-(3-((4-bromo-2-((S)-3-carboxybutanoyl)-6-methoxy-3,7-dimethylisoindolin-5-yl)oxy)propoxy)-6-methoxyisoindolin-2-yl)-2-methyl-4-oxobutanoic acid BrC1=C2C(N(CC2=C(C(=C1OCCCOC=1C=C2CN(CC2=CC1OC)C(C[C@@H](C(=O)O)C)=O)OC)C)C(C[C@H](C)C(=O)O)=O)C